(1r,3r)-methanesulfonic acid CS(=O)(=O)O